3-chloro-6-methyl-5,5-dioxo-benzo[c][1,2]benzothiazepin-11-one ClC1=CC2=C(C(C3=C(N(S2(=O)=O)C)C=CC=C3)=O)C=C1